sodium ethylenediaminetetraacetic acid C(CN(CC(=O)O)CC(=O)O)N(CC(=O)O)CC(=O)O.[Na]